FC(C1=CC=C(C=C1)NN)(F)F 4-(trifluoromethyl)phenylhydrazine